C(=O)(CCCCCCCCC)OCC(COC(=O)CCCCCCCCC)(COC(=O)CCCCCCCCC)COC(=O)CCCCCCCCC pentaerythritol tetracaprate